5-Butyl-2,4,6-Pyrimidintrion C(CCC)C1C(NC(NC1=O)=O)=O